3-((5-(2,3-dimethyl-3H-imidazo[4,5-b]pyridin-5-yl)pyrrolo[2,1-f][1,2,4]triazin-2-yl)amino)-1-methylcyclobutan-1-ol CC1=NC=2C(=NC(=CC2)C=2C=CN3N=C(N=CC32)NC3CC(C3)(O)C)N1C